CC(C(=O)OCCC1=CC=C(C=C1)NC1=CC=C(C=2C(C3=CC=CC=C3C(C12)=O)=O)NC1=CC=C(C=C1)CCOC(C(=C)C)=O)=C (((9,10-dioxo-9,10-dihydroanthracene-1,4-diyl)bis(azanediyl))bis(4,1-phenylene))bis(ethane-2,1-diyl) bis(2-methylacrylate)